(6R)-6-({7-bromo-2-[1-(difluoromethyl)-1H-pyrazol-4-yl][1,2,4]triazolo[1,5-c]quinazolin-5-yl}amino)-1,4-diazepin-5-one BrC1=CC=CC=2C=3N(C(=NC12)NC=1C(N=CC=NC1)=O)N=C(N3)C=3C=NN(C3)C(F)F